N-(4-butylphenyl)-7-methoxy-2-phenylquinoline-4-carboxamide C(CCC)C1=CC=C(C=C1)NC(=O)C1=CC(=NC2=CC(=CC=C12)OC)C1=CC=CC=C1